3-(trimethylsilyl)benzyl alcohol C[Si](C=1C=C(CO)C=CC1)(C)C